BrC1=CC(=C(CN(C(=O)C2(CC2)C2=CC=C3C(NN=C(C3=C2)CNC(OC(C)(C)C)=O)=O)C2CCCC=3C=CC=NC23)C=C1)F tert-butyl ((7-(1-((4-bromo-2-fluorobenzyl)(5,6,7,8-tetrahydroquinolin-8-yl)carbamoyl)cyclopropyl)-4-oxo-3,4-dihydrophthalazin-1-yl)methyl)carbamate